3,3-dimethyl-1-(anilino)butan-2-one CC(C(CNC1=CC=CC=C1)=O)(C)C